4-(azetidin-3-yl)-2-chloropyrimidine N1CC(C1)C1=NC(=NC=C1)Cl